(R or S)-2-(1-Cyclopropyl-2-hydroxy-2-methylpropyl)-7-((2-(trimethylsilyl)ethoxy)methyl)isoindolin-1-one C1(CC1)[C@H](C(C)(C)O)N1C(C2=C(C=CC=C2C1)COCC[Si](C)(C)C)=O |o1:3|